NC=1N=C(N(C1)C)C(=O)NC1=CN(C(=C1)C(NC1=CN(C(=C1)C(=O)N1C=CC2=CC(=CC=C12)OC)C)=O)C 4-amino-N-(5-(5-(5-methoxy-1H-indole-1-carbonyl)-1-methyl-1H-pyrrol-3-ylcarbamoyl)-1-methyl-1H-pyrrol-3-yl)-1-methyl-1H-imidazole-2-carboxamide